4-(benzyloxy)-1-(tetrahydro-2H-pyran-2-yl)-1H-pyrazole-5-carboxylic acid C(C1=CC=CC=C1)OC=1C=NN(C1C(=O)O)C1OCCCC1